[C@H]12C[C@H](C[C@H](CC1)N2C)O tropane-3β-ol